FC=1C(=NC(=NC1)NC=1C=NC(=CC1)OC)NC=1C=C(C=CC1)NC(C=C)=O N-(3-(5-fluoro-2-(6-methoxypyridin-3-ylamino)pyrimidin-4-ylamino)phenyl)acrylamide